Isopropyl((((3aR,4R,6R,6aS)-6-(4-amino-2-oxo-1,3,5-triazin-1(2H)-yl)-2,2-dimethyltetrahydro-4H-cyclopenta[d][1,3]dioxol-4-yl)methoxy)(phenoxy)phosphoryl)-L-alaninate C(C)(C)N([C@@H](C)C(=O)[O-])P(=O)(OC1=CC=CC=C1)OC[C@H]1C[C@H]([C@@H]2OC(O[C@@H]21)(C)C)N2C(N=C(N=C2)N)=O